(2-bromo-2'-fluoro-[1,1'-biphenyl]-3,3'-diyl)diboronic acid BrC1=C(C=CC=C1B(O)O)C1=C(C(=CC=C1)B(O)O)F